COC1=CC=C2C(=CN(C2=C1)C)C1CCN(CC1)C(=O)C=1C=CC2=C(NC(CO2)=O)C1 6-[4-(6-methoxy-1-methyl-indol-3-yl)piperidine-1-carbonyl]-4H-1,4-benzoxazin-3-one